(R)-2-((S)-4-(6-(2-chloro-1H-pyrrolo[2,3-b]pyridin-3-yl)-3,5-difluoropyridin-2-yl)piperazin-2-yl)-3-methylbutan-2-ol ClC1=C(C=2C(=NC=CC2)N1)C1=C(C=C(C(=N1)N1C[C@H](NCC1)[C@@](C)(C(C)C)O)F)F